1-(5-(difluoromethoxy)pyridin-3-yl)-3-isopropyl-N-(3-methyl-1,1-dioxidothietan-3-yl)-1H-indazole-5-carboxamide FC(OC=1C=C(C=NC1)N1N=C(C2=CC(=CC=C12)C(=O)NC1(CS(C1)(=O)=O)C)C(C)C)F